3-(5-(((1R,2S)-2-((1,1-dioxidotetrahydro-2H-thiopyran-4-yl)amino)cyclohexyl)methyl)-1-oxoisoindolin-2-yl)piperidine-2,6-dione O=S1(CCC(CC1)N[C@@H]1[C@H](CCCC1)CC=1C=C2CN(C(C2=CC1)=O)C1C(NC(CC1)=O)=O)=O